1,1,3,3,3-Hexafluoro-2-propanol C(C(F)(F)F)(C(F)(F)F)O